CN1N=C(C2=CC=C(C=C12)C1CCN(CC1)C[C@H]1[C@@H](CNCC1)C)C1C(NC(CC1)=O)=O 3-(1-methyl-6-(1-(((3S,4R)-3-methylpiperidin-4-yl)methyl)piperidin-4-yl)-1H-indazol-3-yl)piperidine-2,6-dione